2-(trifluoromethyl)-phenylacetic acid FC(C1=C(C=CC=C1)CC(=O)O)(F)F